(R)-5-(2,3-dimethyl-3H-imidazo[4,5-b]pyridin-5-yl)-N-(1-methoxypropan-2-yl)pyrrolo[2,1-f][1,2,4]triazin-2-amine CC1=NC=2C(=NC(=CC2)C=2C=CN3N=C(N=CC32)N[C@@H](COC)C)N1C